(2S,3R)-N-(2-allyl-5-methylphenyl)-3-((tert-butyldimethylsilyl)oxy)-N-methylpyrrolidine-2-carboxamide C(C=C)C1=C(C=C(C=C1)C)N(C(=O)[C@H]1NCC[C@H]1O[Si](C)(C)C(C)(C)C)C